CC1=CN=C(S1)C=1C=C2C(=NC=NC2=C(C1)OC1CCOCC1)O 6-(5-methylthiazol-2-yl)-8-((tetrahydro-2H-pyran-4-yl)oxy)quinazolin-4-ol